4-[2-chloro-4-(trifluoromethoxy)phenoxy]-N-[3-(dimethylsulfamoyl)phenyl]-6-(trifluoromethyl)pyridine ClC1=C(OC2=CCN(C(=C2)C(F)(F)F)C2=CC(=CC=C2)S(N(C)C)(=O)=O)C=CC(=C1)OC(F)(F)F